methoxypropyl triflate O(S(=O)(=O)C(F)(F)F)CCCOC